(1S,3R,5S)-3-{[(benzyloxy)carbonyl]amino}-5-(methoxymethoxy)cyclohexane-1-carboxylic acid C(C1=CC=CC=C1)OC(=O)N[C@@H]1C[C@@H](C[C@@H](C1)OCOC)C(=O)O